2-(4-chlorophenyl)ethane-1-sulfonyl chloride ClC1=CC=C(C=C1)CCS(=O)(=O)Cl